4,5-didehydroisoleucine N[C@@H]([C@@H](C)C=C)C(=O)O